7-nitropyrrolo[1,2-a]quinoxalin-4(5H)-one [N+](=O)([O-])C=1C=C2NC(C=3N(C2=CC1)C=CC3)=O